C(C)C1=C(CN2CCC(CC2)C(=O)O)C=CC(=C1)/C(/C)=N/OCC1=CC(=C(C=C1)C=1C=NC=NC1)C (E)-1-(2-ethyl-4-(1-(((3-methyl-4-(pyrimidin-5-yl)benzyl)oxy)imino)ethyl)benzyl)piperidine-4-carboxylic acid